2,6-dimethoxy-4-chloropyrimidine COC1=NC(=CC(=N1)Cl)OC